[Si](C)(C)(C(C)(C)C)C1=C(C(=NN1C(C)C)S(=O)(=O)N)CO[Si](C)(C)C(C)(C)C (tert-Butyldimethylsilyl)-4-((tert-Butyldimethylsilyloxy)methyl)-1-isopropyl-1H-pyrazole-3-sulfonamide